4-[2-[2-[[4-[[3-(3-Fluoro-4-methoxyphenyl)imidazo[1,2-a]pyrazin-8-yl]amino]-2-methylbenzoyl]-methylamino]ethoxy]ethyl]piperazin FC=1C=C(C=CC1OC)C1=CN=C2N1C=CN=C2NC2=CC(=C(C(=O)N(CCOCCN1CCNCC1)C)C=C2)C